(1-(3-amino-5-fluoropyridin-4-yl)piperidin-4-yl)(4-methylpiperazin-1-yl)methanone hydrobromide Br.NC=1C=NC=C(C1N1CCC(CC1)C(=O)N1CCN(CC1)C)F